(S)-3-((R)-4-methylphenyl-sulfinylamino)-3-(3-(pyrazin-2-yl)phenyl)propanoic acid ethyl ester C(C)OC(C[C@@H](C1=CC(=CC=C1)C1=NC=CN=C1)N[S@](=O)C1=CC=C(C=C1)C)=O